O.CC(CC(C)=O)=O.[Na] sodium 2,4-pentanedione hydrate